(S)-N-[(1R)-1-(3-Bromo-5-methylphenyl)ethyl]-2-methylpropane-2-sulfinamide BrC=1C=C(C=C(C1)C)[C@@H](C)N[S@@](=O)C(C)(C)C